sodium 2-(1,2-dihydroxyethyl)-4-hydroxy-5-oxo-2,5-dihydrofuran-3-olate OC(CO)C1OC(C(=C1[O-])O)=O.[Na+]